2-(4-(4-chlorobenzoyl)phenoxy)-2-methylpropanoic acid ClC1=CC=C(C(=O)C2=CC=C(OC(C(=O)O)(C)C)C=C2)C=C1